7-fluoroindole-3-carboxamide FC=1C=CC=C2C(=CNC12)C(=O)N